C1(=CC=C(C=C1)S(=O)(=O)NC(=O)NC1=CC=CC=C1)C N-p-tolylsulfonyl-N'-phenylurea